ClC=1C(=CC=2N=CNC(C2N1)=O)OC1CC1 6-chloro-7-cyclopropoxy-3H,4H-pyrido[3,2-d]pyrimidin-4-one